C1(CC1)C=1N=NN(C1)[C@H](C(=O)N1[C@@H](C[C@H](C1)O)C(=O)NC1(CCCC1)CC1=C(C=CC=C1)F)C(C)(C)C (2S,4r)-1-[(2S)-2-(4-cyclopropyl-triazol-1-yl)-3,3-dimethyl-butyryl]-N-[1-[(2-fluorophenyl)methyl]cyclopentyl]-4-hydroxy-pyrrolidine-2-carboxamide